BrC=1C=C2C(C(NC2=CC1C(=O)O)=O)=O 5-bromo-2,3-diketoindoline-6-carboxylic acid